C(C)(=O)N[C@@H](CSCCN)C(=O)O N-acetyl-S-(2-aminoethyl)-L-cysteine